1-[2,6-di(phenyl-d5)phenyl]-3-[3-({9-[3,5-di(methyl-d3)-4-phenylpyridin-2-yl]carbazol-2-yl}oxy)phenyl]benzimidazolium C1(=C(C(=C(C(=C1[2H])[2H])[2H])[2H])[2H])C1=C(C(=CC=C1)C1=C(C(=C(C(=C1[2H])[2H])[2H])[2H])[2H])[N+]1=CN(C2=C1C=CC=C2)C2=CC(=CC=C2)OC2=CC=1N(C3=CC=CC=C3C1C=C2)C2=NC=C(C(=C2C([2H])([2H])[2H])C2=CC=CC=C2)C([2H])([2H])[2H]